The molecule is a heteroarenecarbaldehyde that is 4-hydroxyindole in which the hydrogen at position 3 has been replaced by a formyl group. It has a role as a plant metabolite. It is a member of hydroxyindoles and a heteroarenecarbaldehyde. C1=CC2=C(C(=C1)O)C(=CN2)C=O